8-(4-chloro-2-fluoro-phenyl)-3-methyl-6-(1-methyl-5,7-dihydro-4H-pyrazolo[3,4-c]pyridin-6-yl)pyrido[3,4-d]pyrimidin-4-one ClC1=CC(=C(C=C1)C1=NC(=CC2=C1N=CN(C2=O)C)N2CC1=C(CC2)C=NN1C)F